C(C(=C)C)(=O)OC(C)COC(C)COC(C)COC(C(=C)C)=O tripropyleneglycol dimethacrylate